(2R)-N-(2-cyclopropylpyrimidin-5-yl)piperidine-2-carboxamide C1(CC1)C1=NC=C(C=N1)NC(=O)[C@@H]1NCCCC1